N,N-dimethylaminopropylmethacrylate CN(C)CCCOC(C(=C)C)=O